FC1CC(CN(C1)[C@H]1C(C[C@H](C1)C1=CC=C(C=C1)F)N1N=CN=C1)N 5-fluoro-1-[(1r,4s)-4-(4-fluorophenyl)-2-(1H-1,2,4-triazol-1-yl)cyclopentyl]piperidin-3-amine